N-{2-[(3S,4R)-3-fluoro-4-(2H3)methoxypiperidin-1-yl]pyrimidin-4-yl}-8-[3-(methanesulfonylmeth-yl)azetidin-1-yl]-5-(propan-2-yl)-2,6-naphthyridin-3-amine F[C@H]1CN(CC[C@H]1OC([2H])([2H])[2H])C1=NC=CC(=N1)NC=1N=CC2=C(C=NC(=C2C1)C(C)C)N1CC(C1)CS(=O)(=O)C